benzyl (R)-9-(4-(4-(1-(3-(tert-butyl)-1,2,4-oxadiazole-5-carboxamido)ethyl)-3-methylphenyl)-9H-pyrimido[4,5-b]indol-7-yl)-3,9-diazaspiro[5.5]undecane-3-carboxylate C(C)(C)(C)C1=NOC(=N1)C(=O)N[C@H](C)C1=C(C=C(C=C1)C1=NC=NC=2NC3=CC(=CC=C3C21)N2CCC1(CCN(CC1)C(=O)OCC1=CC=CC=C1)CC2)C